O=C1C2CC3(CC(CC1C3)C2)NC(OC(C)(C)C)=O tert-butyl (4-(oxo)adamantan-1-yl)carbamate